1-isopropyl-5-pyrimidin-5-yl-N-[(3R)-tetrahydrofuran-3-yl]pyrazolo[4,3-b]pyridin-7-amine C(C)(C)N1N=CC2=NC(=CC(=C21)N[C@H]2COCC2)C=2C=NC=NC2